C1(CCCCC1)SC1CCCCC1 1-cyclohexylsulfide